N-((3-(chloromethyl)-1-(6,6-dimethyl-7-oxo-7,8-dihydro-6H-pyrimido[5,4-b][1,4]oxazin-4-yl)pyrrolidin-3-yl)methyl)sulfamide ClCC1(CN(CC1)C1=NC=NC2=C1OC(C(N2)=O)(C)C)CNS(=O)(=O)N